ClC1=CC=C(C=N1)OB(O)O (6-chloropyridin-3-yl)-boric acid